N-(2-chloro-3-((3-ethyl-5-methyl-4-oxo-3,4-dihydroquinazolin-6-yl)amino)-4-fluorophenyl)propane-1-sulfonamide ClC1=C(C=CC(=C1NC=1C(=C2C(N(C=NC2=CC1)CC)=O)C)F)NS(=O)(=O)CCC